N[C@@H](CCCCN)C(=O)[O-].C[P+](CCCCCC)(C)C trimethylhexylphosphonium lysine salt